C(C=C)(=O)NCCC[Si](O[Si](C)(C)C)(O[Si](C)(C)C)O[Si](C)(C)C 3-acrylamidopropyl-TRIS(trimethylsiloxy)silane